NC[C@H](O)C1=CC=C(C=C1)Cl (1R)-2-amino-1-(4-chlorophenyl)ethan-1-ol